C(C1=CC=CC=C1)N1CC2(CC1)CCC(CC2)N[C@H](CCCCN2CCCC2)C(=O)N2[C@@H](CN(CC2)C(=O)OC2=C(C(=C(C=C2)C)C)Cl)C(NCC=2SC=CC2)=O 2-chloro-3,4-dimethylphenyl (3S)-4-[N-(2-benzyl-2-azaspiro[4.5]dec-8-yl)-6-pyrrolidin-1-yl-D-norleucyl]-3-[(thiophen-2-ylmethyl)carbamoyl]piperazine-1-carboxylate